6-morpholino-2-((5-(thiophen-2-yl)-1,3,4-oxadiazol-2-yl)methyl)-3,4-dihydroisoquinolin-1(2H)-one O1CCN(CC1)C=1C=C2CCN(C(C2=CC1)=O)CC=1OC(=NN1)C=1SC=CC1